(E)-N-((8S,9S,10R,13R,14S,17R)-10,13-dimethyl-17-((R)-6-methylheptan-2-yl)-7,8,9,11,12,13,14,15,16,17-decahydro-1H-cyclopenta[a]phenanthren-3(2H,6H,10H)-ylidene)methanamine oxide C[C@]12[C@H]3CC[C@@]4([C@H](CC[C@H]4[C@@H]3CCC2=C\C(\CC1)=[N+](/C)\[O-])[C@H](C)CCCC(C)C)C